(4-(trifluoromethyl)phenyl)-3,5,7,8-tetrahydro-4H-thiopyrano[4,3-d]pyrimidin-4-one FC(C1=CC=C(C=C1)C=1NC(C2=C(N1)CCSC2)=O)(F)F